3-chloro-5-(trifluoromethyl)pyridin-2-yl isothiocyanate ClC=1C(=NC=C(C1)C(F)(F)F)N=C=S